[Si](C)(C)(C(C)(C)C)ON1[C@@H]2CC[C@H](N(C1=O)C2)C(=N)N (2S,5R)-6-((tert-butyldimethylsilyl)oxy)-7-oxo-1,6-diazabicyclo[3.2.1]octane-2-carboxamidine